9-(((tetrahydrofuran-3-yl)methyl)amino)heptadecane O1CC(CC1)CNC(CCCCCCCC)CCCCCCCC